ClC1=C(C=C(S1)S(=O)(=O)NC=1SC(=CN1)C)C1=C(C=CC(=C1)F)F 2-[5-chloro-4-(2,5-difluorophenyl)thiophene-2-sulfonamido]-5-methyl-1,3-thiazole